BrC1=C(C=C(C=C1OCOC)F)F 2-bromo-1,5-difluoro-3-(methoxymethoxy)benzene